4-Hydroxy-icosanoic acid OC(CCC(=O)O)CCCCCCCCCCCCCCCC